C1(CCC1)CONC(=O)[C@H]1N2C(N([C@H](CC1)C2)OS(=O)(=O)O)=O.[Na] sodium (2S,5R)-N-(cyclobutylmethoxy)-7-oxo-6-(sulfooxy)-1,6-diazabicyclo[3.2.1]-octane-2-carboxamide